FC1=CC=C(C=2N=C(SC21)N)C2=C(C=C1C(=NC(=NC1=C2F)OC[C@]21CCCN1C[C@@H](C2)F)N2CC(C2)F)C(F)(F)F 7-fluoro-4-(8-fluoro-4-(3-fluoroazetidin-1-yl)-2-(((2R,7aS)-2-fluorotetrahydro-1H-pyrrolizin-7a(5H)-yl)methoxy)-6-(trifluoromethyl)quinazolin-7-yl)benzo[d]thiazol-2-amine